C(C(C)C)OC(C1=CC(=C(C(=C1)N)Cl)N)=O 4-chloro-3,5-diamino-benzoic acid isobutylester